sodium [5-[[(2S)-2-[[(2S)-2-(9H-fluoren-9-ylmethoxycarbonylamino)-3-methyl-butanoyl]amino]-5-ureido-pentanoyl]amino]-2-[(4-nitrophenoxy)carbonyloxymethyl]phenyl]methanesulfonate C1=CC=CC=2C3=CC=CC=C3C(C12)COC(=O)N[C@H](C(=O)N[C@H](C(=O)NC=1C=CC(=C(C1)CS(=O)(=O)[O-])COC(=O)OC1=CC=C(C=C1)[N+](=O)[O-])CCCNC(=O)N)C(C)C.[Na+]